N1=CN=CC2=C1NCCC2 5,6,7,8-tetrahydropyrido[2,3-d]pyrimidine